4-Methyl-3-(5-(trifluoromethyl)-1,2,4-triazin-3-yl)aniline CC1=C(C=C(N)C=C1)C=1N=NC=C(N1)C(F)(F)F